(2R,3S)-2-(3-(6-chloro-7-methyl-3H-imidazo[4,5-b]pyridin-3-yl)propyl)piperidin-3-ol ClC=1C(=C2C(=NC1)N(C=N2)CCC[C@H]2NCCC[C@@H]2O)C